4-Hydroxytetrahydro-2H-pyran OC1CCOCC1